1-bromo-3-(5-(methoxymethoxy)hept-6-en-1-yn-1-yl)benzene tert-butyl-(1R,5S,8s)-8-amino-3-azabicyclo[3.2.1]octane-3-carboxylate C(C)(C)(C)OC(=O)N1C[C@H]2CC[C@@H](C1)C2N.BrC2=CC(=CC=C2)C#CCCC(C=C)OCOC